2-Butylene carbonate C1(OCCCCO1)=O